C(C)(C)OC=1C(=CC=2C(N1)=NN(C2)CC2COCC2)C(=O)OC methyl 6-isopropoxy-2-((tetrahydrofuran-3-yl) methyl)-2H-pyrazolo[3,4-b]pyridine-5-carboxylate